NC1=NC(N(C=C1)[C@@H]1O[C@@]([C@H](C1)O)(CO)C(Cl)Cl)=O 4-amino-1-((2R,4S,5R)-5-(dichloromethyl)-4-hydroxy-5-(hydroxymethyl)tetrahydrofuran-2-yl)pyrimidin-2(1H)-one